1,1-difluoro-1-(phenylsulfonyl)butane FC(CCC)(S(=O)(=O)C1=CC=CC=C1)F